(5-(2-(benzyloxy)ethoxy)thiazol-2-yl)methanol C(C1=CC=CC=C1)OCCOC1=CN=C(S1)CO